(R*)-3-[1-((S)-7-fluoro-2,3-dihydrobenzo[1,4]dioxin-2-ylmethyl)piperidin-3-yl]phenol FC=1C=CC2=C(O[C@H](CO2)CN2C[C@H](CCC2)C=2C=C(C=CC2)O)C1 |o1:13|